BrC1=C2C=CN(C2=C(C=C1)CCNC1=CC=NC=N1)C 6-[2-(4-Bromo-1-methyl-1H-indol-7-yl)-ethylamino]-pyrimidin